(2,3-bis(bromomethyl)-5,7-dioxo-5,7-dihydro-6H-pyrrolo[3,4-b]pyrazin-6-yl)acetic acid BrCC1=C(N=C2C(=N1)C(N(C2=O)CC(=O)O)=O)CBr